(S)-4-(3-fluorophenoxy)-N-(5-methyl-4-oxo-7-((trimethylsilyl)ethynyl)-2,3,4,5-tetrahydropyrido[3,2-b][1,4]oxazepin-3-yl)pyridineamide FC=1C=C(OC2=CC(=NC=C2)C(=O)N[C@@H]2C(N(C3=C(OC2)C=CC(=N3)C#C[Si](C)(C)C)C)=O)C=CC1